N(=C=O)C(C)S(=O)(=O)C1=CC=C(C=C1)C 1-(1-isocyanatoethylsulfonyl)-4-methyl-benzene